ClC=1C=C(C=C(C1OC=1C=C2C3=C(NC2=CC1)C(NCC3(C)C)=O)Cl)N3N=C(C(NC3=O)=O)C#N 2-(3,5-dichloro-4-((4,4-dimethyl-1-oxo-2,3,4,9-tetrahydro-1H-pyrido[3,4-b]indol-6-yl)oxy)phenyl)-3,5-dioxo-2,3,4,5-tetrahydro-1,2,4-triazine-6-carbonitrile